CC1=C(C=CC(=C1)C)C1N(CCC2(C1)CN(C1=CC=CC=C12)C(CC)=O)C(=O)N (2,4-dimethylphenyl)-1-propionyl-spiro[indoline-3,4'-piperidine]-1'-formamide